(rac)-2'-{6-amino-5-[4-(dimethylsulfamoyl)phenyl]pyridin-3-yl}-N-ethyl-5',6'-dihydrospiro[pyrrolidine-3,4'-pyrrolo[1,2-b]pyrazole]-1-carboxamide NC1=C(C=C(C=N1)C=1C=C2N(N1)CC[C@]21CN(CC1)C(=O)NCC)C1=CC=C(C=C1)S(N(C)C)(=O)=O |r|